4-chloro-6-(ethylamino)-1,3,5-triazine ClC1=NC=NC(=N1)NCC